C(C)(C)(C)[Si](OC=1C=CC=2C3[C@H](C[C@@]4(C(CCC4C3CCC2C1)C1(OCCO1)C)C)O)(C)C (11S,13S)-3-((tert-butyldimethyl-silyl)oxy)-13-methyl-17-(2-methyl-1,3-dioxolan-2-yl)-7,8,9,11,12,13,14,15,16,17-decahydro-6H-cyclopenta[a]phenanthren-11-ol